N-(3''-fluoro-4''-(((2-hydroxy-2-methylpropyl)amino)methyl)-5''-methoxy-2,2'-dimethyl-[1,1':3',1''-terphenyl]-3-yl)-1-methyl-2-oxo-1,2-dihydropyridine-3-carboxamide FC=1C=C(C=C(C1CNCC(C)(C)O)OC)C=1C(=C(C=CC1)C1=C(C(=CC=C1)NC(=O)C=1C(N(C=CC1)C)=O)C)C